m-acetyl-(+/-)-phenylalanine C(C)(=O)C=1C=C(C[C@H](N)C(=O)O)C=CC1 |r|